CC(C(=O)O)=CC cis-2-methyl-butenoic acid